N(=[N+]=[N-])[C@@H]1CN(C[C@H](C1)F)C(=O)OCCCC butyl (3S,5S)-3-azido-5-fluoropiperidine-1-carboxylate